FC(C1=CC=C(C=C1)N1N=NC(=C1COC1=CC=C(N=N1)N1CC(N(CC1)CC1COCC1)=O)C)F 4-(6-((1-(4-(Difluoromethyl)phenyl)-4-methyl-1H-1,2,3-triazol-5-yl)methoxy)pyridazine-3-yl)-1-((tetrahydrofuran-3-yl)methyl)piperazin-2-one